N-(3-((4-methyl-1H-imidazol-1-yl)methyl)phenyl)-4-(5-phenyl-4,5-dihydro-1H-pyrazol-1-yl)thieno[3,2-d]pyrimidin-2-amine CC=1N=CN(C1)CC=1C=C(C=CC1)NC=1N=C(C2=C(N1)C=CS2)N2N=CCC2C2=CC=CC=C2